C(C)(C)(C)OC(=O)NN(C1=NC2=CC(=CC=C2C=C1)/C=C/C(C(CC(C(=O)OCC)C1CCCC1)=O)(C)C)C Ethyl (E)-7-[2-[(tert-butoxycarbonylamino)-methyl-amino]-7-quinolyl]-2-cyclopentyl-5,5-dimethyl-4-oxo-hept-6-enoate